Allyl (2S,3S,4S,5R)-6-[3-[5-(4-fluorophenyl)-6-isopropyl-1H-pyrrolo[2,3-f]indazol-7-yl]propanoyloxy]-3,4,5-trihydroxy-tetrahydropyran-2-carboxylate FC1=CC=C(C=C1)N1C(=C(C2=C1C=C1C=NNC1=C2)CCC(=O)OC2[C@@H]([C@H]([C@@H]([C@H](O2)C(=O)OCC=C)O)O)O)C(C)C